(8S)-7-[2-[5-(2,4-difluorophenyl)-1-oxo-isoindolin-2-yl]acetyl]-1,4-dioxa-7-azaspiro[4.4]nonane-8-carboxylic acid FC1=C(C=CC(=C1)F)C=1C=C2CN(C(C2=CC1)=O)CC(=O)N1CC2(OCCO2)C[C@H]1C(=O)O